(4-amino-1-ethyl-pyrazolo[3,4-d]pyrimidin-3-yl)-N-methyl-1H-indole-2-carboxamide NC1=C2C(=NC=N1)N(N=C2N2C(=CC1=CC=CC=C21)C(=O)NC)CC